C(#N)C=1C=C(C=CC1)N1N=C(C=C1C(=O)NC1=CC(=CC=C1)C(CCC1CC1)(C1=CC=NC=C1)O)C(F)(F)F 1-(3-cyanophenyl)-N-(3-(3-cyclopropyl-1-hydroxy-1-(pyridin-4-yl)propyl)phenyl)-3-(trifluoromethyl)-1H-pyrazole-5-carboxamide